FC=1C=C2C(=NNC2=CC1F)C=1C=CC=2OCCN(C2N1)C(C)C 5,6-difluoro-3-[4-isopropyl-2H,3H-pyrido[3,2-b][1,4]oxazin-6-yl]-1H-indazole